N-[4-[(6,7-Dimethoxy-1,5-naphthyridin-4-yl)oxy]-3-fluorophenyl]-5-(4-fluorophenyl)-4-hydroxy-2-methylpyridine-3-carboxamide COC=1N=C2C(=CC=NC2=CC1OC)OC1=C(C=C(C=C1)NC(=O)C=1C(=NC=C(C1O)C1=CC=C(C=C1)F)C)F